rac-(6-cyclopropyl-imidazo[1,5-a]pyrazin-5-yl)-(5-phenyl-thiophen-3-yl)-methanol C1(CC1)C=1N=CC=2N(C1[C@H](O)C1=CSC(=C1)C1=CC=CC=C1)C=NC2 |r|